CN1CC=2NC(=NC2C1)C1=NC=CC(=C1)C1=C(N=C2N1CCC2)C2=NC(=CC=C2)C 5-Methyl-2-(4-(2-(6-methylpyridin-2-yl)-6,7-dihydro-5H-pyrrolo[1,2-a]imidazol-3-yl)pyridin-2-yl)-1,4,5,6-tetrahydropyrrolo[3,4-d]imidazole